O1CCC(CC1)OCCOC1=CC=C(C=C1)O 4-(2-tetrahydropyran-4-yloxyethoxy)phenol